C1(CC1)C1=C(C(=NO1)C1=C(C=CC=C1Cl)Cl)CCN1C2CN(CC1CC2)C2=CC=C1C(=CN(C1=C2)C)C(=O)O 6-(8-(2-(5-cyclopropyl-3-(2,6-dichlorophenyl)isoxazol-4-yl)ethyl)-3,8-diazabicyclo[3.2.1]octan-3-yl)-1-methyl-1H-indole-3-carboxylic acid